2,4-bis(trichloromethyl)-6-[2-(3,5-diethoxyphenyl)vinyl]sym-triazine ClC(C1=NC(=NC(=N1)C(Cl)(Cl)Cl)C=CC1=CC(=CC(=C1)OCC)OCC)(Cl)Cl